2-butyryl-benzoic acid C(CCC)(=O)C1=C(C(=O)O)C=CC=C1